[K+].C1(=CC=CC=C1)S(=O)(=O)C=1C=C(C=CC1)S(=O)(=O)[O-] 3-Benzenesulfonylbenzenesulfonic acid potassium salt